[Si](C)(C)(C(C)(C)C)OC=1C=C2C(=NN(C2=CC1)C1OCCCC1)C=1C=NN(C1)CCCCOCCCS(=O)(=O)[O-] 2-[4-[4-[5-[tert-butyl(dimethyl)silyl]oxy-1-tetrahydropyran-2-yl-indazol-3-yl]pyrazol-1-yl]butoxy]ethylmethanesulfonate